O=C1C(=CC=2C(=N1)SCC2)C#N 6-oxo-thieno[2,3-b]Pyridine-5-carbonitrile